2'-(ethane-1,2-diylbis(sulfanediyl))bis(ethan-1-ol) C(CSCCO)SCCO